[BH4-].[Na+].OCC(C)OC1=C(CC2=C(C#N)C=CC=C2)C=C(C=C1CC)CC 2-(2-((1-hydroxypropan-2-yl)oxy)-3,5-diethylbenzyl)benzonitrile Sodium borohydride